6-butyl-5-(3-ethylphenyl)-4-hydroxy-3-{5-[(2-methyl-1,3-thiazol-4-yl)methyl]-1,3,4-oxadiazol-2-yl}-1,2-dihydropyridin-2-one C(CCC)C1=C(C(=C(C(N1)=O)C=1OC(=NN1)CC=1N=C(SC1)C)O)C1=CC(=CC=C1)CC